O=C1NC(CCC1N1CC2=CC=C(C=C2C1=O)CN(C(O)=O)C1=C(C=C(C(=C1)OC)C)F)=O.OC1=CC=C(C=C1)C(C)(CCCCCC)C1=CC=C(C=C1)O 2,2-Bis(4-hydroxyphenyl)n-octane (2-(2,6-dioxopiperidin-3-yl)-3-oxoisoindolin-5-yl)methyl-(2-fluoro-5-methoxy-4-methyl-phenyl)carbamate